C(C1=CC=CC=C1)OC=1C=C(C=CC1)N1C(N=C(C2=C1N=C(S2)C2CC2)N(C)C)=O 4-[3-(benzyloxy)phenyl]-2-cyclopropyl-7-(dimethylamino)-[1,3]thiazolo[4,5-d]pyrimidin-5-one